4-(cyclohexylamino)-2-((4-(2,4-dimethyl-1H-imidazol-1-yl)-2-methoxyphenyl)amino)-7H-pyrrolo[2,3-d]pyrimidine-5-carbonitrile C1(CCCCC1)NC=1C2=C(N=C(N1)NC1=C(C=C(C=C1)N1C(=NC(=C1)C)C)OC)NC=C2C#N